O1C(=CC=C1)C(=O)N1CCN(CC1)C(=O)C1=CC=C(C=C1)C1=NC2=C(N1)C=CC=C2C(=O)N 2-(4-(4-(furan-2-carbonyl)piperazine-1-carbonyl)phenyl)-1H-benzo[d]imidazole-4-carboxamide